C[C@H](CCC(=O)O)[C@H]1CC[C@@H]2[C@@]1(CC[C@H]3[C@H]2CCC4[C@@]3(CCCC4)C)C The molecule is a steroid acid that consists of cholane having a carboxy group in place of the methyl group at position 24.